ClC1=NC2=C(N1C=1N=NN(N1)C)C=CC=C2 2-chloro-1-(2-methyl-2H-tetrazol-5-yl)-1H-benzo[d]imidazole